N-[4-(2,2-difluoroethoxy)cyclohexyl]-6-[[5-methyl-3-(6-methylpyridin-3-yl)-1,2-oxazol-4-yl]methoxy]pyridazine-3-carboxamide tert-Butyl-3-(3-fluoro-2,7-dioxoazepan-3-yl)benzoate C(C)(C)(C)OC(C1=CC(=CC=C1)C1(C(NC(CCC1)=O)=O)F)=O.FC(COC1CCC(CC1)NC(=O)C=1N=NC(=CC1)OCC=1C(=NOC1C)C=1C=NC(=CC1)C)F